N-Cyclohexyl-formamide C1(CCCCC1)NC=O